C(C)N1[C@H](CCCC1)COC=1C=C2CN(C(C2=CC1)=O)C1C(NC(CC1)=O)=O 3-(5-(((R)-1-ethylpiperidin-2-yl)methoxy)-1-oxoisoindolin-2-yl)piperidine-2,6-dione